CC1=NC=C(C=C1)C=1NC=CC1 (S)-2-methyl-5-(pyrrol-2-yl)pyridine